C(C)(C)(C)OCCCS 3-(tert-butoxy)propane-1-thiol